7-chloro-2,3-indoledione ClC=1C=CC=C2C(C(NC12)=O)=O